6-((1-acryloyl-3-(2,3-dichlorophenyl)azetidin-3-yl)amino)-3,3-dimethylindolin-2-one C(C=C)(=O)N1CC(C1)(C1=C(C(=CC=C1)Cl)Cl)NC1=CC=C2C(C(NC2=C1)=O)(C)C